5,7-difluoro-2-(4-fluoro-3-methyl-phenyl)-1H-indole FC=1C=C2C=C(NC2=C(C1)F)C1=CC(=C(C=C1)F)C